N[C@@H]([C@@H](C)CC)C(=O)OC(=O)OC(CCC)(C)C ethyl(tert-butoxycarbonyl) isoleucinate